3-bromo-5-(4-chlorophenyl)aminopyridine BrC=1C=NC=C(C1)NC1=CC=C(C=C1)Cl